(2R,3R,4S,5S)-2-(4-aminopyrrolo[2,3-d]pyrimidin-7-yl)-5-[(1R)-7-chloro-1,3,4,5-tetrahydro-2-benzoxepin-1-yl]tetrahydrofuran-3,4-diol NC=1C2=C(N=CN1)N(C=C2)[C@@H]2O[C@@H]([C@H]([C@H]2O)O)[C@@H]2OCCCC1=C2C=CC(=C1)Cl